(D)-aspartic acid N[C@H](CC(=O)O)C(=O)O